(S)-tert-butyl 2-(1-(3-chloro-5-fluoro-2-((4-methoxyphenoxy)methyl) phenyl)ethylamino)ethylcarbamate ClC=1C(=C(C=C(C1)F)[C@H](C)NCCNC(OC(C)(C)C)=O)COC1=CC=C(C=C1)OC